C(C)(=O)OCCCCCCC=CC=CC(CCC)C 11-methyl-7,9-tetradecadienyl acetate